C(C)(=O)N1C[C@H]([C@@H](C1)C1=CC=CC=C1)C(=O)O |r| (±)-trans-1-acetyl-4-phenylpyrrolidine-3-carboxylic acid